(3R)-1-(7-bromo-2-((2-(difluoromethylene)tetrahydro-1H-pyrrolizin-7a(5H)-yl)methoxy)-6,8-difluoroquinazolin-4-yl)-3-methylpiperidin-3-ol BrC1=C(C=C2C(=NC(=NC2=C1F)OCC12CCCN2CC(C1)=C(F)F)N1C[C@@](CCC1)(O)C)F